4-[(3R)-3-[(2S)-5-(2-amino-1H-imidazol-1-yl)-2-{[(tert-butoxy)carbonyl]amino}pentanamido]pyrrolidin-1-yl]butanoic acid NC=1N(C=CN1)CCC[C@@H](C(=O)N[C@H]1CN(CC1)CCCC(=O)O)NC(=O)OC(C)(C)C